methanedi-sulfonic acid C(S(=O)(=O)O)S(=O)(=O)O